CC1N(CCS(C1)(=O)=O)C(=O)NC1=CC(=CC=C1)Cl methyl-N-(3-chlorophenyl)-1,1-dioxothiomorpholine-4-carboxamide